BrC1=CC(=C(C=C1)N1CNCC=C1)C 1-(4-bromo-2-methylphenyl)dihydropyrimidine